N[C@H](C(=O)N[C@H](C(=O)N[C@H](C(=O)NC1=CC=C(C=C1)CO)CCCNC(=O)N)C(C)C)CS(N)(=O)=O (S)-2-((S)-2-((R)-2-amino-3-sulfamoylpropanamido)-3-methylbutanamido)-N-(4-(hydroxymethyl)phenyl)-5-ureidopentanamide